(3-isocyanatopropyl)dimethoxy(ethyl)silane N(=C=O)CCC[Si](CC)(OC)OC